(Z)-tetradec-7-en-1-Aldehyde C(CCCCC\C=C/CCCCCC)=O